COC(=O)C1=CC=C(C2=CC=CC=C12)OCCCCCCCCCCO[Si](C1=CC=CC=C1)(C1=CC=CC=C1)C(C)(C)C 4-((10-((tert-butyldiphenylsilyl)oxy)decyl)oxy)-1-naphthoic acid methyl ester